5-cyclopropyl-1-((2-(trimethylsilyl)ethoxy)methyl)-1H-indazole C1(CC1)C=1C=C2C=NN(C2=CC1)COCC[Si](C)(C)C